1,2,4,5-benzenetetramine lithium tetrahydrochloride Cl.Cl.Cl.Cl.[Li].C=1(C(=CC(=C(C1)N)N)N)N